tert-butyl (3-((3-carbamoyl-5-ethyl-6-(isopropylamino)pyrazin-2-yl)amino)phenethyl)carbamate C(N)(=O)C=1C(=NC(=C(N1)CC)NC(C)C)NC=1C=C(CCNC(OC(C)(C)C)=O)C=CC1